(R)-2-amino-4-oxo-5-(6-(trifluoromethyl)pyridin-3-yl)-4,5-dihydrofuran-3-yl-5-d phenylmethanesulfonate C1(=CC=CC=C1)CS(=O)(=O)OC1=C(O[C@](C1=O)([2H])C=1C=NC(=CC1)C(F)(F)F)N